NC=1C(=C(C=CC1F)NC(C1=C(C=CC(=C1)NC(=O)[C@@H]1C([C@H]1C1=CC(=CC(=C1)S(F)(F)(F)(F)F)Cl)(Cl)Cl)Cl)=O)F trans-N-(3-Amino-2,4-difluorophenyl)-2-chloro-5-(2,2-dichloro-3-(3-chloro-5-(pentafluoro-λ6-sulfanyl)phenyl)cyclopropane-1-carboxamido)benzamide